C(C)(=O)C1=C(C2=C(N=C(N=C2)NC2=NC=C(C=C2)N2CCN(CC2)CCOCCOCCN=[N+]=[N-])N(C1=O)C1CCCC1)C 6-acetyl-2-((5-(4-(2-(2-(2-azidoethoxy)ethoxy)ethyl)piperazin-1-yl)pyridin-2-yl)amino)-8-cyclopentyl-5-methylpyrido[2,3-d]pyrimidin-7(8H)-one